NC=1C=C(C(=NC1C1CCOCC1)C=1C=NC(=NC1)O)C 5-(5-amino-3-methyl-6-(tetrahydro-2H-pyran-4-yl)pyridin-2-yl)pyrimidin-2-ol